(S)-8-(2-(3-(2-ethoxypropan-2-yl)-1-(2-(6-methylpyridin-3-yl)propan-2-yl)pyrrolidin-3-yl)ethyl)-7H-purine C(C)OC(C)(C)[C@@]1(CN(CC1)C(C)(C)C=1C=NC(=CC1)C)CCC1=NC2=NC=NC=C2N1